NC=1C=CC(=C(C1)S(=O)(=O)N)F 5-Amino-2-fluorobenzenesulfonamide